(2S,3R)-2-(6-(tert-butoxycarbonyl)-1-oxo-2,6-diazaspiro[3.5]nonan-2-yl)-3-hydroxybutanoic acid C(C)(C)(C)OC(=O)N1CC2(CN(C2=O)[C@H](C(=O)O)[C@@H](C)O)CCC1